1,4-diamino-2,5-dichlorobenzene NC1=C(C=C(C(=C1)Cl)N)Cl